2-acetamino-2-deoxy-β-D-glucose N(C(=O)C)[C@H]1[C@H](O)O[C@@H]([C@H]([C@@H]1O)O)CO